(E)-1-methyl-8-(furan-2-yl)-7,8-dihydro-1H-pyrazolo[3,4-d]pyrrolo[1,2-a]pyrimidin-4(6H)-one CN1N=CC2=C1N=C1N(C2=O)CCC1C=1OC=CC1